C(=O)O.N1(C=NC=C1)C(C(=O)N1CC2=CC(=CC=C2CC1)OC1=CC=C(C=C1)C(F)(F)F)=CC (1H-imidazol-1-yl)-1-(7-(4-(trifluoromethyl)phenoxy)-3,4-dihydroisoquinolin-2(1H)-yl)but-2-en-1-one formate salt